[C@H]1(C[C@@]2(CC1)C=1OC=C(COC3=CC=CC=C3C3CCC(OC2)CC3)N1)NS(=O)(=O)C N-[(1s,1'S,14R,17s)-spiro[8,12,16-trioxa-22-azatetracyclo[15.2.2.110,13.02,7]docosa-2,4,6,10,13(22)-pentaene-14,3'-cyclopentane]-1'-yl]methanesulfonamide